NC1=C2C(=NC=N1)N(N=C2C2=CC=C1C=C(NC1=C2)C(=O)NC)C2CCC2 6-(4-amino-1-cyclobutyl-pyrazolo[3,4-d]pyrimidin-3-yl)-N-methyl-1H-indole-2-carboxamide